C(#N)C1(CC1)C=1C=C(C(=O)O)C=CC1 3-(1-cyanocyclopropyl)benzoic acid